N-(1-cyclobutyl-6-(2-hydroxypropan-2-yl)-1H-benzo[d]imidazol-2-yl)spiro[2.3]hexane-1-carboxamide C1(CCC1)N1C(=NC2=C1C=C(C=C2)C(C)(C)O)NC(=O)C2CC21CCC1